Ethyl (S)-3-(4,4'-difluoro-2',5-dimethyl-6'-(pent-4-en-1-yloxy)-[1,1'-biphenyl]-3-yl)-3-((S)-2-(5-(2-(dimethylamino)ethyl)-2-oxopyridin-1(2H)-yl)pent-4-enamido)propanoate FC1=C(C=C(C=C1C)C1=C(C=C(C=C1OCCCC=C)F)C)[C@H](CC(=O)OCC)NC([C@H](CC=C)N1C(C=CC(=C1)CCN(C)C)=O)=O